N-(1-(2-(dimethylamino)ethyl)-5-((4-(1-methyl-1H-indol-3-yl)pyrimidin-2-yl)amino)-1H-indazol-7-yl)-3-methyl-2-butenamide CN(CCN1N=CC2=CC(=CC(=C12)NC(C=C(C)C)=O)NC1=NC=CC(=N1)C1=CN(C2=CC=CC=C12)C)C